BrC1=CC=C(C=C1)C=1OC(=C(N1)C1=CC=C(C=C1)F)[C-]1OC(=CN1CCC=1C=C2CC(NC2=CC1)=O)C (2S,5S)-2-(2-(4-bromophenyl)-4-(4-fluorophenyl)oxazol-5-yl)-5-methyl-3-(2-(2-oxoindolin-5-yl)ethyl)oxazolid